ClC=1C=C2C(=CC1)N(C(C21CCN(CC1)CCOC1=CC=C(C=C1)C1(COC1)S(=O)(=O)C)=O)CCO 5-chloro-1-(2-hydroxyethyl)-1'-{2-[4-(3-methanesulfonyl-oxetan-3-yl)phenoxy]ethyl}-1,2-dihydrospiro[indole-3,4'-piperidin]-2-one